pyrido[3,2-d]Pyrimidine-4(3H)-one N1=CNC(C2=C1C=CC=N2)=O